normal octanoyl chloride C(CCCCCCC)(=O)Cl